(4,5-dimethyl-1H-pyrazol-3-yl)carboxamide CC=1C(=NNC1C)C(=O)N